COC1=CC=C(CC2CCCN2C(=O)[O-])C=C1 5-(4-methoxybenzyl)pyrrolidine-1-carboxylate